ClC1=CC(=CC(=C1)OC1=CC=C(C=C1)[N+](=O)[O-])Cl 1,3-dichloro-5-(4-nitrophenoxy)benzene